COC1=C(C=CC=C1C(F)(F)F)[C@H]1[C@@H](O[C@@]([C@@H]1C)(C(F)(F)F)C)C(=O)NC1=CC(=NC=C1)C(=O)N (2R,3S,4R,5S)-4-[[3-[2-Methoxy-3-(trifluoromethyl)phenyl]-4,5-dimethyl-5-(trifluoromethyl)tetrahydrofuran-2-carbonyl]amino]pyridin-2-carboxamid